methyl 2-amino-3-(4-(4-(3-(aminomethyl)-5-fluorophenyl)-1H-pyrazol-1-yl)phenyl)propanoate dihydrochloride Cl.Cl.NC(C(=O)OC)CC1=CC=C(C=C1)N1N=CC(=C1)C1=CC(=CC(=C1)F)CN